C1(CC1)OC1=NC=C(C=C1)F 2-cyclopropoxy-5-fluoropyridine